C(C)(C)(C)OC(=O)N(C=1SC(=C(N1)C)C=1C=NN(C1)C(C)CC)C(=O)OC(C)(C)C N,N-bis-tert-butoxycarbonyl-4-methyl-5-(1-(butan-2-yl)pyrazol-4-yl)-1,3-thiazol-2-amine